3-[1-(2-oxo-1,3-dihydrobenzimidazol-5-yl)benzimidazol-2-yl]propionic acid O=C1NC2=C(N1)C=CC(=C2)N2C(=NC1=C2C=CC=C1)CCC(=O)O